ethyl 6-(4-methoxyphenyl)-2-methylnicotinate COC1=CC=C(C=C1)C1=NC(=C(C(=O)OCC)C=C1)C